4-nitrophenyl (R)-(1-(2-fluoro-5-methoxyphenyl)ethyl)carbamate FC1=C(C=C(C=C1)OC)[C@@H](C)NC(OC1=CC=C(C=C1)[N+](=O)[O-])=O